3-({2-fluoro-3-[(methylsulfamoyl)amino]phenyl}methyl)-7-(pyridazin-3-yloxy)-2,3-dihydrospiro[1,3-benzoxazine-4,3'-oxetan]-2-one FC1=C(C=CC=C1NS(NC)(=O)=O)CN1C(OC2=C(C=CC(=C2)OC=2N=NC=CC2)C12COC2)=O